C1(CCCCC1)NC1=NC(=NC=C1C1=CC=C(C=C1)C)NC1=CC=C(C=C1)C N4-cyclohexyl-N2,5-di-(p-tolyl)pyrimidine-2,4-diamine